FC1(OC2=C(O1)C=CC(=C2O)CN(C(OC(C)(C)C)=O)C[C@H](CC)O)F tert-butyl (S)-((2,2-difluoro-4-hydroxybenzo[d][1,3]dioxol-5-yl)methyl)(2-hydroxybutyl)carbamate